N-cyclopropyl-4-(8-fluoro-5H-imidazo[5,1-a]isoindol-5-yl)piperidine-1-sulfonamide C1(CC1)NS(=O)(=O)N1CCC(CC1)C1N2C(C3=CC(=CC=C13)F)=CN=C2